D-apiose O=C[C@H](O)C(CO)(O)CO